(R)-3-(4-(Aminomethyl)phenyl)-6-((4-hydroxy-1-(4,4,4-trifluoro-3-phenylbutanoyl)piperidin-4-yl)methyl)-2-methyl-2H-pyrazolo[4,3-d]pyrimidin-7(6H)-one NCC1=CC=C(C=C1)C=1N(N=C2C1N=CN(C2=O)CC2(CCN(CC2)C(C[C@@H](C(F)(F)F)C2=CC=CC=C2)=O)O)C